2-(2-(2-hydroxyethoxy)ethoxy)ethylamine OCCOCCOCCN